C(C1=CC=CC=C1)C(NC(OCC1C2=CC=CC=C2C=2C=CC=CC12)=O)C(N[C@@H](C(NCCCCCC(NCCCCC(NC(N[C@@H](CCC(=O)OC(C)(C)C)C(=O)OC(C)(C)C)=O)C(=O)OC(C)(C)C)=O)=O)CC1=CC=CC=C1)=O tri-tert-butyl (8R,26S)-5,8-dibenzyl-1-(9H-fluorene-9-yl)-3,6,9,16,24-pentaoxo-2-oxa-4,7,10,17,23,25-hexaazaoctacosane-22,26,28-tricarboxylate